6',7'-dihydro-5'H-spiro[azetidine-3,4'-[1]benzothiophene]-3'-carbonitrile trifluoroacetate FC(C(=O)O)(F)F.S1C=C(C2=C1CCCC21CNC1)C#N